FC=1C=2N(C=CC1)N=C(C2)[C@@H]2N(CCC1=C2N=CN1)C(=O)C=1OC(=NN1)C=1C=NC=CC1 (R)-(4-(4-fluoropyrazolo[1,5-a]pyridin-2-yl)-6,7-dihydro-1H-imidazo[4,5-c]pyridin-5(4H)-yl)(5-(pyridin-3-yl)-1,3,4-oxadiazol-2-yl)methanone